N(=[N+]=[N-])CCOCCOCCOCCOCCOCCOCCOCCOCCOCCC(NCCNC(OC(C)(C)C)=O)=O tert-butyl (1-azido-30-oxo-3,6,9,12,15,18,21,24,27-nonaoxa-31-azatritriacontan-33-yl)carbamate